[Na+].[Na+].C(C)(C)C1=CC=C(C=C1)C1=CC=C(C=C1)OC1=C(N=NN1)C(=O)[O-].C(C)(C)C1=CC=C(C=C1)C1=CC=C(C=C1)OC1=C(N=NN1)C(=O)[O-] 5-((4'-isopropyl-[1,1'-biphenyl]-4-yl)oxy)-1H-1,2,3-triazole-4-carboxylic acid-bissodium salt